[Na].CC1=C(C=CC=C1)O methyl-phenol sodium salt